7,8-dihydropyrido[4,3-d]pyrimidine N1=CN=CC2=C1CCN=C2